C(C)(C)OC(=O)C=1C(=NC(=NC1)Cl)NC12CC(C1)C2 4-(bicyclo[1.1.1]pentan-1-ylamino)-2-chloropyrimidine-5-carboxylic acid isopropyl ester